tert-butyl (4-(aminomethyl)pyridin-2-yl)carbamate NCC1=CC(=NC=C1)NC(OC(C)(C)C)=O